OC=1C=C(C=CC1O)C(C)(C)C 3,4-dihydroxy-1-tert-butylbenzol